FC1(CCN(CC1)C=1C(=NC2=CC(=CC(=C2N1)[C@@H](C)NC1=C(C(=O)O)C=CC=C1)C)C(F)(F)F)F (R)-2-((1-(3-(4,4-difluoropiperidin-1-yl)-7-methyl-2-(trifluoromethyl)quinoxalin-5-yl)ethyl)amino)benzoic acid